tert-butyl 3-({3-cyclopropyl-4-oxopyrido[3,2-d]pyrimidin-6-yl}amino)-3-(2,3-dichloro-6-fluorophenyl)azetidine-1-carboxylate C1(CC1)N1C=NC2=C(C1=O)N=C(C=C2)NC2(CN(C2)C(=O)OC(C)(C)C)C2=C(C(=CC=C2F)Cl)Cl